6-(4-((R)-3-methoxypyrrolidin-1-yl)-3-(trifluoromethyl)phenyl)-4-oxo-1-(2-(tetrahydro-1H-Furo[3,4-c]pyrrol-5(3H)-yl)benzo[d]oxazol-6-yl)-1,4-dihydropyridine-3-carboxylic acid CO[C@H]1CN(CC1)C1=C(C=C(C=C1)C1=CC(C(=CN1C1=CC2=C(N=C(O2)N2CC3C(C2)COC3)C=C1)C(=O)O)=O)C(F)(F)F